FCCCCCCCOCCCCCCCF 2-monofluoropentylethyl ether